5-(6-isopropyl-2-(4-((tetrahydro-2H-pyran-4-yl)amino)cyclohexyl)-4H-pyrrolo[3,2-d]thiazol-5-yl)-1,3,4-trimethylpyridin-2(1H)-one C(C)(C)C1=C(NC2=C1N=C(S2)C2CCC(CC2)NC2CCOCC2)C=2C(=C(C(N(C2)C)=O)C)C